6-Methyl-3-(2-(2-oxa-7-azaspiro[3.5]non-7-ylmethyl)phenyl)-1H-pyrrolo[2,3-c]pyridin-7(6H)-one CN1C(C2=C(C=C1)C(=CN2)C2=C(C=CC=C2)CN2CCC1(COC1)CC2)=O